(4-((2-(1-aminoethyl)-4-methylthiazol-5-yl)oxy)-3-fluorophenyl)-4-(2,6-difluorobenzyl)-2,4-dihydro-3H-1,2,4-triazol-3-one NC(C)C=1SC(=C(N1)C)OC1=C(C=C(C=C1)N1N=CN(C1=O)CC1=C(C=CC=C1F)F)F